C(CCC)N1C(N(C(CC1=O)=O)C1CC2(C1)CC1(NC(N(C1=O)C)=O)C2)=O 1-Butyl-3-(9-methyl-8,10-dioxo-7,9-diazadispiro[3.1.46.14]undecan-2-yl)pyrimidine-2,4,6(1H,3H,5H)-trione